(2S,3R,4S)-3,4-Diamino-octadecane-1,2-diol-dihydrochloride Cl.Cl.N[C@@H]([C@@H](CO)O)[C@H](CCCCCCCCCCCCCC)N